BrC1=CC(=CC(=N1)C1(COCC1)O)C 3-(6-bromo-4-methyl-2-pyridyl)tetrahydrofuran-3-ol